(3R)-5-chloro-7-({3-[8-ethyl-2-(piperidin-4-ylamino)quinazolin-6-yl]-2,4-difluorophenyl}sulfamoyl)-2,3-dihydro-1-benzofuran-3-yl acetate C(C)(=O)O[C@H]1COC2=C1C=C(C=C2S(NC2=C(C(=C(C=C2)F)C=2C=C1C=NC(=NC1=C(C2)CC)NC2CCNCC2)F)(=O)=O)Cl